[Ti].CN(C)CC1=C(C=C(C=C1)NC(=O)C1=CSC=2CN(CCC21)C(=O)C=2C=NN1C2C=NC=C1)C(F)(F)F N-(4-((dimethylamino)methyl)-3-(trifluoromethyl)phenyl)-6-(pyrazolo[1,5-a]pyrazine-3-carbonyl)-4,5,6,7-tetrahydrothieno[2,3-c]pyridine-3-carboxamide Titanium